NC1=C2C(=NC=N1)N(N=C2C2=CC=C(C=C2)OC2=CC=CC=C2)C2C(CC(CC2)CN2CC(N(C(C2)C)C=2C=C1C(N(C(C1=CC2)=O)C2C(NC(CC2)=O)=O)=O)C)F 5-(4-((4-(4-amino-3-(4-phenoxyphenyl)-1H-pyrazolo[3,4-d]pyrimidin-1-yl)-3-fluorocyclohexyl)methyl)-2,6-dimethylpiperazin-1-yl)-2-(2,6-dioxopiperidin-3-yl)isoindoline-1,3-dione